2-(2-furanyl)-7-(2-(4-(4-(2-methoxyethoxy)phenyl)-1-piperazinyl)ethyl)-7H-pyrazolo(4,3-e)(1,2,4)triazolo(1,5-c)pyrimidine-5-amine O1C(=CC=C1)C1=NN2C(=NC3=C(C2=N1)C=NN3CCN3CCN(CC3)C3=CC=C(C=C3)OCCOC)N